2-(4-methyl-1,2,5-oxadiazol-3-yl)-1-(3-(4-(morpholine-4-carbonyl)-1H-1,2,3-triazol-1-yl)piperidin-1-yl)ethan-1-one CC=1C(=NON1)CC(=O)N1CC(CCC1)N1N=NC(=C1)C(=O)N1CCOCC1